C(C)(C)(C)NC(=O)C1(CC(=NO1)C1=CC(=CC(=C1)Cl)Cl)C N-tert-Butyl-3-(3,5-dichlorophenyl)-5-methyl-4,5-dihydro-1,2-oxazol-5-carboxamid